1-(5-(5-chloro-2-methoxypyridin-4-yl)-1H-pyrazole-3-carbonyl)-N-(5,5-dimethyltetrahydrofuran-3-yl)piperidine-4-carboxamide ClC=1C(=CC(=NC1)OC)C1=CC(=NN1)C(=O)N1CCC(CC1)C(=O)NC1COC(C1)(C)C